5-CHLORO-2,3-DIFLUOROPYRIDIN-4-YLBORONIC ACID ClC=1C(=C(C(=NC1)F)F)B(O)O